(R)-5-chloro-4-phenoxy-N-(pyrrolidin-3-yl)pyrimidin-2-amine ClC=1C(=NC(=NC1)N[C@H]1CNCC1)OC1=CC=CC=C1